BrC1=CC=C(C(=O)NC=2C=NC=CC2NC2=CC=CC=C2)C=C1 4-bromo-N-(4-(phenylamino)pyridin-3-yl)benzamide